C(C)C=1C(N2[C@H]([C@H](CCC2=CC1)NS(=O)(=O)C)COC1CCC(CC1)CC)=O |o1:5,6| rel-N-[(3S,4R)-7-ethyl-4-({[(1s,4S)-4-ethylcyclohexyl]oxy}methyl)-6-oxo-1,3,4,6-tetrahydro-2H-quinolizin-3-yl]methanesulfonamide